N[C@@H]1C[C@H](CC1)C1(NC=C2C=C(N=C(C2=C1)NC(C)C)C(F)F)N 7-((1S,3S)-3-aminocyclopentyl)-3-(difluoromethyl)-N1-isopropyl-2,6-naphthyridine-1,7-diamine